N1=CN=C(C=C1)C1=CC=C(C=C1)NC1=CC(=CC=C1)C=1NC2=C(C=NC(=C2)C(F)(F)F)N1 N-(4-pyrimidin-4-ylphenyl)-3-[6-(trifluoromethyl)-1H-imidazo[4,5-c]pyridin-2-yl]aniline